ClC1=C(C=C2C(C(NC2=C1)=O)=C(C1=CC(=NO1)OC)O)C1=CC=C(C=C1)OCC1=CN=CS1 6-chloro-3-[hydroxy-(3-methoxyisoxazol-5-yl)methylene]-5-[4-(thiazol-5-ylmethoxy)phenyl]indolin-2-one